methyl (R)-5-((3-((tert-butoxycarbonyl)amino)piperidin-1-yl)methyl)nicotinate C(C)(C)(C)OC(=O)N[C@H]1CN(CCC1)CC=1C=NC=C(C(=O)OC)C1